ClC=1C=C(C=CC1)/C=C/C(=O)OC1=CC=C(\C=N\C(C(=O)O)C(C)C)C=C1 2-((E)-((E)-4-((E)-3-(3-chlorophenyl)acryloyloxy)benzylidene)amino)-3-methylbutanoic acid